{[rel-(2R,3R)-3-(2-chlorophenyl)-2-(2,4-difluorophenyl)oxiran-2-yl]methyl}-1H-1,2,4-triazol-5-yl-thiocyanate ClC1=C(C=CC=C1)[C@@H]1[C@@](O1)(C1=C(C=C(C=C1)F)F)CN1N=CN=C1SC#N |o1:7,8|